bicyclo[2.2.1]hept-5-ene-2-carboxylic acid (1RS,2RS,4RS)-ethyl ester C(C)OC(=O)C1C2C=CC(C1)C2